COC1=C(C=C(C=N1)OC1CC(C1)N)C(F)(F)F (1r,3r)-3-((6-methoxy-5-(trifluoromethyl)pyridin-3-yl)oxy)cyclobutan-1-amine